NC1=NC(=NN1C1=CC=C(C=C1)OC(F)(F)F)C1=CC=C(C=C1)NC(=O)N=C1SCC(N1C1=C(C=CC=C1)C(C)C)=O 1-[4-[5-Amino-1-[4-(trifluoromethoxy)phenyl]-1,2,4-triazol-3-yl]phenyl]-3-[3-(2-isopropylphenyl)-4-oxo-thiazolidin-2-ylidene]urea